C(C)(C)C1=C(C(=CC=C1)C(C)C)C=1C=NN(C1)C(C)OCC 4-(2,6-diisopropylphenyl)-1-(1-ethoxyethyl)-1H-pyrazole